tert-butyl (3-(3-((2-(2,6-dioxopiperidin-3-yl)-1,3-dioxoisoindolin-5-yl)oxy) azetidin-1-yl)propyl)carbamate O=C1NC(CCC1N1C(C2=CC=C(C=C2C1=O)OC1CN(C1)CCCNC(OC(C)(C)C)=O)=O)=O